FC1(CN(C1)C(=O)OC(C)(C)C)COC1=CC(=CC(=C1)C(N[C@H](C)C=1C=NC(=NC1)C(F)(F)F)=O)C=1SC(=CN1)C Tert-butyl 3-fluoro-3-{[3-(5-methyl-1,3-thiazol-2-yl)-5-({(1R)-1-[2-(trifluoromethyl)pyrimidin-5-yl]ethyl}carbamoyl) phenoxy] methyl}azetidine-1-carboxylate